B(O)(O)C1=C(C=C(C(=O)O)C=C1)C 4-borono-3-methylbenzoic acid